Di-tert-butyl (5-(diisopropoxyphosphoryl)-2-(4-hydroxy-2-methylbutan-2-yl)-3-methylphenyl) phosphate P(=O)(OC(C)(C)C)(OC(C)(C)C)OC1=C(C(=CC(=C1)P(=O)(OC(C)C)OC(C)C)C)C(C)(CCO)C